ethyl (R)-3-(3-chloro-4-(1,4-dioxaspiro[4.5]decan-8-yl) phenyl)-2-methylpropionate ClC=1C=C(C=CC1C1CCC2(OCCO2)CC1)C[C@H](C(=O)OCC)C